C(#N)C1=C2CC=C(C2=CC=C1)NC(C)=O N-(4-cyano-3H-inden-1-yl)-acetamide